Cl.CN(CCN1C=CC=2C1=CN=C(C2)NN2C(C1=CC=CC(=C1C2)C=2C=NN1C2C=CC(=C1)C)=O)C ((1-(2-(dimethylamino)ethyl)-1H-pyrrolo[2,3-c]pyridin-5-yl)amino)-4-(6-methylpyrazolo[1,5-a]pyridin-3-yl)isoindolin-1-one hydrochloride